C(C)N1C(NC2=C(C1=O)SC(=C2)CN2CC(CC2)N(C=2C=CC(=NC2C)C(=O)NC)C)=O 5-((1-((3-ethyl-2,4-dioxo-1,2,3,4-tetrahydrothieno[3,2-d]pyrimidin-6-yl)methyl)pyrrolidin-3-yl)(methyl)amino)-N,6-dimethylpicolinamide